(R)-7-(1-methyl-1H-pyrazol-5-yl)-5-(3-methylmorpholino)-3-(1H-pyrazol-5-yl)isoxazolo[4,5-b]pyridine CN1N=CC=C1C1=C2C(=NC(=C1)N1[C@@H](COCC1)C)C(=NO2)C2=CC=NN2